NC=1C2=C(N=CN1)N(C(=C2C2=CC(=C(C=C2)N=S2(CCCC2)=O)F)C2=CC=C(C=C2)NC(C(=C)F)=O)C N-(4-(4-amino-5-(3-fluoro-4-((1-oxotetrahydro-1λ6-thiophene-1-ylidene)amino)phenyl)-7-methyl-7H-pyrrolo[2,3-d]pyrimidin-6-yl)phenyl)-2-fluoroacrylamide